C(CC(=O)O)(=O)OO peroxymalonic acid